C12(C(=O)CC(CC1)C2(C)C)CS(=O)(=O)O.NCCCN2C(=NC=C2)C 1-(3-aminopropyl)-2-methyl-1H-imidazole Camphorsulfonate